FC(OCC1=CC=C(C=C1)Cl)(F)F 4-(trifluoromethoxymethyl)chlorobenzene